2-(Naphthalen-2-ylsulfonyl)acetonitrile C1=C(C=CC2=CC=CC=C12)S(=O)(=O)CC#N